C(#N)C1=CC=C(C=C1)C=1C(=C2C(=CC=CN2C1)N1CC(CCC1)NC([O-])=O)Br 1-(2-(4-cyanophenyl)bromoindolizin-8-yl)piperidin-3-yl-carbamate